C1(CC1)C=1C(=CC=2N(N1)C(=CN2)C2=NC(=C(C#N)C=C2)N[C@H]2CNC[C@@H]2F)OC (6-cyclopropyl-7-methoxyimidazo[1,2-b]pyridazin-3-yl)-2-(((3S,4S)-4-fluoropyrrolidin-3-yl)amino)nicotinonitrile